2-(3-bromo-4-pyridyl)ethanol BrC=1C=NC=CC1CCO